ClC=1C=CC(=C(C1)C1=C(C=NC(=C1)C)C(=O)NC=1SC(=NN1)OCC1=NC=C(N=C1)CO)OC 4-(5-chloro-2-methoxyphenyl)-N-(5-((5-(hydroxymethyl)pyrazin-2-yl)methoxy)-1,3,4-thiadiazol-2-yl)-6-methylpyridine-3-carboxamide